2-(7-(diethylamino)-2-oxo-3-(6-chlorosulfonylbenzothiazol-2-yl)-2H-chromen-4-yl)benzeneFormic acid C(C)N(C1=CC=C2C(=C(C(OC2=C1)=O)C=1SC2=C(N1)C=CC(=C2)S(=O)(=O)Cl)C2=C(C=CC=C2)C(=O)O)CC